2-benzyl-5,7-dichloro-1-oxo-1,2,3,4-tetrahydroisoquinoline-6-carboxylic acid C(C1=CC=CC=C1)N1C(C2=CC(=C(C(=C2CC1)Cl)C(=O)O)Cl)=O